4-(Benzo[d][1,3]dioxol-5-yl)-5-(imidazo[2,1-a]isoquinolin-2-yl)-2,4-dihydro-3H-1,2,4-triazole-3-thione O1COC2=C1C=CC(=C2)N2C(NN=C2C=2N=C1N(C=CC3=CC=CC=C13)C2)=S